CCC(CC)NC(=O)C1=CN=C(O1)C1=CC(=CC=C1)C1=CC(=NN1)C(NC(C)(C)C1=CC=CC=C1)=O N-(pentan-3-yl)-2-(3-(3-((2-phenylpropan-2-yl)carbamoyl)-1H-pyrazol-5-yl)phenyl)oxazole-5-carboxamide